3-Isocyanatobenzofuran N(=C=O)C1=COC2=C1C=CC=C2